4-(5-hydroxy-4-(4-(piperazin-1-ylmethyl)phenyl)-4H-1,2,4-triazol-3-yl)-6-isopropylbenzene-1,3-diol, Hydrochloride Cl.OC=1N(C(=NN1)C1=C(C=C(C(=C1)C(C)C)O)O)C1=CC=C(C=C1)CN1CCNCC1